dinormal-butyl phthalate C(C=1C(C(=O)OCCCC)=CC=CC1)(=O)OCCCC